2-(((4'-((S)-4-hydroxy-3-(2-((S)-1-hydroxyethyl)-1H-imidazol-1-yl)but-1-yn-1-yl)-[1,1'-biphenyl]-4-yl)oxy)methyl)propane-1,3-diol OC[C@H](C#CC1=CC=C(C=C1)C1=CC=C(C=C1)OCC(CO)CO)N1C(=NC=C1)[C@H](C)O